8-amino-4-chloro-3-(2-chloroethoxy)-5,6,7,8-tetrahydronaphthalene-2-carbonitrile NC1CCCC=2C(=C(C(=CC12)C#N)OCCCl)Cl